ClC1=CC=C(C=C1)CCC(=O)NC1=C(C(=NN1)C1=CC=NC=C1)C 3-(4-chlorophenyl)-N-[4-methyl-3-(pyridin-4-yl)-1H-pyrazol-5-yl]propanamide